C1(CC1)NC(=O)C=1C=CC(=C(C1)C=1C=NC(=C(C(=O)NC)C1)NC(CO)(C)C)C 5-(5-(cyclopropylcarbamoyl)-2-methylphenyl)-2-((1-hydroxy-2-methylpropan-2-yl)amino)-N-methylnicotinamide